FC1=C(C(=CC(=C1)OC)F)N1C(=NC(=C1)C(=O)NCCCO)NC(C1=CC=C(C=C1)OC(F)F)=O 1-(2,6-Difluoro-4-methoxyphenyl)-2-[4-(difluoromethoxy)benzamido]-N-(3-hydroxypropyl)-1H-imidazole-4-carboxamide